ClC=1C(=NC(=NC1)C=1C(=NC=NC1OC)C1CC1)NCC1=CC=C(C=C1)C=1N(C=C(N1)C(F)(F)F)C 5-Chloro-4'-cyclopropyl-6'-methoxy-N-(4-(1-methyl-4-(trifluoromethyl)-1H-imidazol-2-yl)benzyl)-[2,5'-bipyrimidin]-4-amine